CO[C@H]1CN(C[C@H]1C(NCCCCCCCCCCCCCC)=O)C(=O)OC(C)(C)C |r| racemic-tert-butyl (3R*,4R*)-3-methoxy-4-(tetradecylcarbamoyl)pyrrolidine-1-carboxylate